C1=CC=CC=2C3=CC=CC=C3C(C12)COC(=O)N([C@@H](CC(=O)O)C=O)C (3S)-3-[9H-fluoren-9-ylmethoxycarbonyl-(methyl)amino]-4-oxo-butyric acid